2-[2-[(5-methoxy-1,3-benzothiazol-2-yl)methylcarbamoyl]indan-2-yl]acetic acid COC=1C=CC2=C(N=C(S2)CNC(=O)C2(CC3=CC=CC=C3C2)CC(=O)O)C1